tert-butyl (4-(N-((hexyloxy)carbonyl)carbamimidoyl)benzyl)carbamate C(CCCCC)OC(=O)NC(=N)C1=CC=C(CNC(OC(C)(C)C)=O)C=C1